3-(methoxyimino)indolin-2-one CON=C1C(NC2=CC=CC=C12)=O